N(=[N+]=[N-])C(C)C=1C=C(C(=NC1)F)C 5-(1-azidoethyl)-2-fluoro-3-methylpyridine